2-fluoro-5-iodo-thiophene FC=1SC(=CC1)I